Lithium iron fluoride sulfate S(=O)(=O)([O-])[O-].[F-].[Fe+2].[Li+]